(1S,3aR,6aS)-N-((R)-1-cyano-2-((R)-2-oxopiperidin-3-yl)ethyl)-2-(4-fluoro-7-difluoromethyl-1H-indole-2-carbonyl)-5,5-difluorooctahydrocyclopenta[c]pyrrole-1-carboxamide C(#N)[C@@H](C[C@@H]1C(NCCC1)=O)NC(=O)[C@H]1N(C[C@H]2[C@@H]1CC(C2)(F)F)C(=O)C=2NC1=C(C=CC(=C1C2)F)C(F)F